C1=CC=NOC=C1 oxazepine